tert-butyl (12aR)-9-bromo-10-chloro-8-hydroxy-6-oxo-3,4,12,12a-tetrahydro-6H-pyrazino[2,1-c][1,4]benzooxazepine-2(1H)-carboxylate BrC1=C(C2=C(C(N3[C@@H](CO2)CN(CC3)C(=O)OC(C)(C)C)=O)C=C1O)Cl